CC=1C(=NC(=C(C(=O)O)C1C)Cl)Cl methyl-2,6-dichloro-4-methylnicotinic acid